C1(CCCC1)C(=O)OC1=CC(C(C)C)=CC=C1C carvacryl cyclopentanecarboxylate